7-(4-((4-((5-(trifluoromethyl)pyridin-2-yl)amino)piperidin-1-yl)sulfonyl)phenyl)-2H-benzo[b][1,4]oxazin-3(4H)-one FC(C=1C=CC(=NC1)NC1CCN(CC1)S(=O)(=O)C1=CC=C(C=C1)C=1C=CC2=C(OCC(N2)=O)C1)(F)F